6-(2-fluoro-4-(7-(methoxy-d3)-2-methyl-2H-indazol-4-yl)benzyl)-6,7-dihydro-5H-pyrrolo[3,4-b]pyridin-5-one-7,7-d2 FC1=C(CN2C(C3=NC=CC=C3C2=O)([2H])[2H])C=CC(=C1)C=1C2=CN(N=C2C(=CC1)OC([2H])([2H])[2H])C